P(=O)(OC[C@H]1O[C@H]([C@@H]([C@@H]1O)O)N1C=2N=CN=C3N(N=C(C(=C1)C23)N)C)(O)O [(2R,3S,4R,5R)-5-(5-amino-7-methyl-2,6,7,9,11-pentazatricyclo[6.3.1.04,12]dodeca-1(12),3,5,8,10-pentaen-2-yl)-3,4-dihydroxyoxolan-2-yl]methyl dihydrogen phosphate